[C@H](C)(CC)NC=1N=CC2=C(N1)NC=C2C=2C=CC1=C(N(N=N1)CC)C2 (S)-N-(sec-butyl)-5-(1-ethyl-1H-benzo[d][1,2,3]triazol-6-yl)-7H-pyrrolo[2,3-d]pyrimidin-2-amine